ClC1=CC=C(OCC(=O)NC2CCN(CC2)C(COC2=CC=C(C=C2)Cl)=O)C=C1 2-(4-chlorophenoxy)-N-[1-[2-(4-chlorophenoxy)acetyl]piperidin-4-yl]acetamide